Ethyl (R)-2-(difluoromethylene)-5-oxotetrahydro-1H-pyrrolizine-7a(5H)-carboxylate FC(=C1C[C@]2(CCC(N2C1)=O)C(=O)OCC)F